ClCCCCCCOCCOCCNC(CCN(CC1=C2OC3=CC(C=CC3=C(C2=CC=C1O)C1=C(C=C(C(=O)OC)C=C1)C(=O)OC)=O)C)=O dimethyl 4-(5-(18-chloro-2-methyl-5-oxo-9,12-dioxa-2,6-diazaoctadecyl)-6-hydroxy-3-oxo-3H-xanthen-9-yl)isophthalate